beta-hydroxybutyl tertiary butyl peroxide C(C)(C)(C)OOCC(CC)O